2-(2,6-dioxopiperidin-3-yl)-6,7-difluoro-1,3-dioxoisoindoline O=C1NC(CCC1N1C(C2=C(C(=CC=C2C1=O)F)F)=O)=O